COC=1C(=C(C=CC1C)C)OC dimethoxypara-xylene